methyl N-[4,6-diamino-2-[5-fluoro-1-[(2-fluorophenyl)methyl]pyrazolo[3,4-b]pyridin-3-yl]pyrimidin-5-yl]carbamate NC1=NC(=NC(=C1NC(OC)=O)N)C1=NN(C2=NC=C(C=C21)F)CC2=C(C=CC=C2)F